C(C1=CC=CC=C1)(=O)N=[N+]=[N-] benzoic acid, azide